C(C)(C)(C)OC(N(C)C=1C(=NC=C(C1)C(F)F)N=C=S)=O tert-Butyl-(5-(difluoromethyl)-2-isothiocyanatopyridin-3-yl)(methyl)carbamate